C(C)(C)(C)OC(=O)N[C@H](C(=O)OC(C)(C)C)CC=C tert-butyl (S)-2-((tert-butoxycarbonyl)amino)pent-4-enoate